C=C(C#CC1=CC=CC=C1)CCCCCCCCC (3-methylenedodecane-1-yn-1-yl)benzene